(4-((4-(1-(tert-butyl)-1H-pyrazol-4-yl)-5-chloropyrimidin-2-yl)amino)-3-methoxyphenyl)(4-isopropylpiperazin-1-yl)methanone C(C)(C)(C)N1N=CC(=C1)C1=NC(=NC=C1Cl)NC1=C(C=C(C=C1)C(=O)N1CCN(CC1)C(C)C)OC